ClC1=CC(=C(C=C1)C(C)N1C[C@@H](N(C[C@H]1CC)C=1C=2C(N(C(C1)=O)C)=CN(N2)CC#N)CC)C(F)(F)F 2-(7-((2S,5R)-4-(1-(4-chloro-2-(trifluoromethyl)phenyl)ethyl)-2,5-diethylpiperazin-1-yl)-4-methyl-5-oxo-4,5-dihydro-2H-pyrazolo[4,3-b]pyridin-2-yl)acetonitrile